1-tert-butyl 3-ethyl (3R)-3-methylpiperidine-1,3-dicarboxylate C[C@@]1(CN(CCC1)C(=O)OC(C)(C)C)C(=O)OCC